2-[4-(1,1-dimethylpropyl)-2-methyl-phenyl]-4,4,5,5-tetramethyl-1,3,2-dioxaborolane CC(CC)(C)C1=CC(=C(C=C1)B1OC(C(O1)(C)C)(C)C)C